2-amino-5-phenylbenzoic acid ethyl ester C(C)OC(C1=C(C=CC(=C1)C1=CC=CC=C1)N)=O